C12N(N(C(C=C1)C2)C(=O)OC(C)(C)C)C(=O)OC(C)(C)C di-tert-butyl 2,3-diazabicyclo[2.2.1]hept-5-ene-2,3-dicarboxylate